(heptafluoropropoxy)-2-pentene FC(C(OCC=CCC)(F)F)(C(F)(F)F)F